diazabicyclo[4.4.0]deca-1,3-dien-5-one C12=NN=CC(C2CCCC1)=O